C(C)(=O)O[C@]1([C@@H]2C(N(C([C@@H]2C1)=O)CC1=CC=CC=C1)=O)C |r| rac-(1R,5R,6R)-3-benzyl-6-methyl-2,4-dioxo-3-azabicyclo[3.2.0]heptan-6-yl acetate